C12[C@H](CC(CC1)O2)CNC(=O)C=2N=NN(C2)CCCCN2N=NC(=C2)C(=O)NCC2=NC=CC(=C2)C(F)(F)F 1-[4-(4-{[(2R)-7-oxabicyclo[2.2.1]heptan-2-ylmethyl]carbamoyl}-1H-1,2,3-triazol-1-yl)butyl]-N-{[4-(trifluoromethyl)pyridin-2-yl]methyl}-1H-1,2,3-triazole-4-carboxamide